(S)-3-(4-(2,6-dimethylphenyl)thiophen-2-yl)-3-(3-(4-hydroxy-1-methyl-2-oxo-1,2-dihydropyridin-3-yl)ureido)propanoic acid CC1=C(C(=CC=C1)C)C=1C=C(SC1)[C@H](CC(=O)O)NC(=O)NC=1C(N(C=CC1O)C)=O